1-((4-fluorophenyl)sulfonyl)-3-(4-nitrobenzyl)-1,3-dihydro-2H-benzo[d]imidazol-2-one FC1=CC=C(C=C1)S(=O)(=O)N1C(N(C2=C1C=CC=C2)CC2=CC=C(C=C2)[N+](=O)[O-])=O